N-hydroxy-7-((2s,4s)-6-oxaspiro[3.4]octan-2-yl)-5,6,7,8-tetrahydro-1,7-naphthyridine-3-carboxamide ONC(=O)C=1C=NC=2CN(CCC2C1)C1CC2(C1)COCC2